(1-bromo-7-(trifluoromethyl)indolizin-3-yl)(4-methoxyphenyl)methanone BrC=1C=C(N2C=CC(=CC12)C(F)(F)F)C(=O)C1=CC=C(C=C1)OC